ClP(C1=CC=CC=C1)(C1=CC=CC=C1)(C1=CC=CC=C1)Cl dichloro(triphenyl)-λ5-phosphane